C(C1=CC=CC=C1)C(C(=O)NC=1C(=NC2=C(C=CC=C2C1)Cl)C)(CC(F)(F)F)C 2-benzyl-N-(8-chloro-2-methyl-3-quinolyl)-4,4,4-trifluoro-2-methyl-butanamide